i-pentyl ether C(CC(C)C)OCCC(C)C